10-(2-(3-oxa-7-azabicyclo[3.3.1]nonan-7-yl)ethyl)-3,7-dibromo-10H-phenoxazine C12COCC(CN(C1)CCN1C3=CC=C(C=C3OC=3C=C(C=CC13)Br)Br)C2